7-(3-(3-chloro-4-methylphenoxy)-5-methylphenyl)-N-((1r,4r)-4-hydroxycyclohexyl)-5-methyl-4-oxo-4,5-dihydrothieno[3,2-c]pyridine-2-carboxamide ClC=1C=C(OC=2C=C(C=C(C2)C)C=2C3=C(C(N(C2)C)=O)C=C(S3)C(=O)NC3CCC(CC3)O)C=CC1C